1-(5-(bicyclo[2.2.2]oct-1-yl)-1,2,4-oxadiazol-3-yl)-2,3-dihydroindole-5-carbaldehyde C12(CCC(CC1)CC2)C2=NC(=NO2)N2CCC1=CC(=CC=C21)C=O